C(C)(C)(C)C=1C=CC=2N(C3=CC=C(C=C3C2C1)C(C)(C)C)CCCOP(O)(O)=O [3-(3,6-di-tert-butyl-9H-carbazol-9-yl)propyl]phosphoric acid